BrC1=NC2=C(N1CC)C=C(C=C2)C#N 2-bromo-1-ethyl-1H-benzo[d]imidazole-6-carbonitrile